(S)-3-(4-(((trifluoromethyl)sulfonyl)oxy)phenyl)hex-4-ynoate FC(S(=O)(=O)OC1=CC=C(C=C1)[C@H](CC(=O)[O-])C#CC)(F)F